N-[(3E)-2H-furo[2,3-c]pyridin-3-ylidene]hydroxylamine O1C\C(\C=2C1=CN=CC2)=N\O